ClC=1C=CC2=C(C=3C(C(NC4(CC4)C2)=O)=CN(C(C3)=O)[C@@H](CC3CC3)C=3NC(=CN3)C3=CC=C(C=C3)F)C1F |o1:20| (S*)-11-Chloro-3-(2-cyclopropyl-1-(5-(4-fluorophenyl)-1H-imidazol-2-yl)ethyl)-12-fluoro-3H-spiro[benzo[e]pyrido[3,4-c]azocine-7,1'-cyclopropane]-2,5(6H,8H)-dione